N,N-bis(2-ethylhexyl)-4-methyl-2H-benzotriazole-2-methanamine C(C)C(CN(CN1N=C2C(=N1)C=CC=C2C)CC(CCCC)CC)CCCC